N-(6-methylpyridin-3-yl)-5-nitropyridinamide CC1=CC=C(C=N1)NC(=O)C1=NC=C(C=C1)[N+](=O)[O-]